2-(4-bromophenyl)benzooxazole BrC1=CC=C(C=C1)C=1OC2=C(N1)C=CC=C2